C[C@@H]1OCC2([C@@H]1NC(OC(C)(C)C)=O)CCNCC2 tert-butyl ((3S,4S)-3-methyl-2-oxa-8-azaspiro[4.5]decan-4-yl)carbamate